2-chloro-quinoline-4-carboxylic acid methyl ester COC(=O)C1=CC(=NC2=CC=CC=C12)Cl